ClC1=CC=C2C=CC(=NC2=C1)/C=C/C=1C=C(C=CC1)C(SCCC(=O)N(C)C)SCCC(=O)O 3-[[3-[(E)-2-(7-chloroquinolin-2-yl)vinyl]phenyl]-[3-(dimethylamino)-3-oxopropyl]sulfanylmethyl]sulfanylpropionic acid